6-(4-trifluoromethylbenzyl)-3-benzyl-1,2,3,4,6,8,9,10-octahydro-5H-pyrido[3,4-e]pyrimido[1,2-a]pyrimidin-5-one FC(C1=CC=C(CN2C=3N(C4=C(C2=O)CN(CC4)CC4=CC=CC=C4)CCCN3)C=C1)(F)F